CC1=CC(=C(C(=C1)[O-])C(=O)C2=C(C=C(C=C2OC)O)C(=O)OC)O The molecule is a phenolate anion that is the conjugate base of sulochrin, obtained by deprotonation of one of the phenolic hydroxy groups; major species at pH 7.3. It is a conjugate base of a sulochrin.